1-(7-bromo-8-methoxy-4-isoquinolyl)-3-[(4-methoxyphenyl)methyl]hexahydropyrimidine-2,4-dione BrC1=CC=C2C(=CN=CC2=C1OC)N1C(N(C(CC1)=O)CC1=CC=C(C=C1)OC)=O